CN1N=C(N=C1)C(=O)O 1-methyl-1,2,4-triazole-3-formic acid